N-[(trans)-4-[[3-[N'-(2-chloro-5-fluorophenyl)carbamimidoyl]-6-(4-methoxy-2-methylphenyl)pyrrolo[1,2-b]pyridazin-4-yl]amino]cyclohexyl]-2,2,2-trifluoro-N-methylacetamide ClC1=C(C=C(C=C1)F)N=C(N)C1=C(C=2N(N=C1)C=C(C2)C2=C(C=C(C=C2)OC)C)N[C@@H]2CC[C@H](CC2)N(C(C(F)(F)F)=O)C